2-(5-chloro-2-(dibenzo[b,d]furan-4-yl)phenyl)-4,6-diphenyl-1,3,5-triazine ClC=1C=CC(=C(C1)C1=NC(=NC(=N1)C1=CC=CC=C1)C1=CC=CC=C1)C1=CC=CC2=C1OC1=C2C=CC=C1